C(C1=CC=CC=C1)OC(=O)N[C@@H](CC(=O)O)C(=O)N[C@H](C(=O)NCC1=C(C=CC(=C1)OCCC1CNCC(C1)C)C)CCC1=CC=CC=C1 (3S)-3-(((benzyloxy)carbonyl)amino)-4-(((2S)-1-((2-methyl-5-(2-(5-methylpiperidin-3-yl)ethoxy)benzyl)amino)-1-oxo-4-phenylbutan-2-yl)amino)-4-oxobutanoic acid